3-(2-chloro-6-methyl-4-pyridinyl)-2-(3-cyanophenyl)-N-(oxetan-3-yl)pyrazolo[1,5-a]pyrimidine-5-carboxamide ClC1=NC(=CC(=C1)C=1C(=NN2C1N=C(C=C2)C(=O)NC2COC2)C2=CC(=CC=C2)C#N)C